C(C)(C)N1CCN(CC1)C1CCNCC1 4-(4-isopropylpiperazin-1-yl)piperidin